COC(=O)C=1C(OC(C(C1C=1C=C(C=CC1C1CC1)C1=C(C=C(C=C1)Cl)Cl)=O)(C)C)(C)C 4-(2',4'-dichloro-4-cyclopropyl-[1,1'-biphenyl]-3-yl)-5,6-dihydro-2,2,6,6-tetramethyl-5-oxo-2H-pyran-3-ylcarboxylic acid methyl ester